C(C1=CC=CC=C1)=C1C=C(C(C(=C1)C(C)(C)C)=O)C(C)(C)C 4-benzylidene-2,6-di-t-butyl-cyclohexa-2,5-dienone